3,5-difluoro-4-((2-(1-methyl-1H-pyrazol-4-yl)pyridin-4-yl)oxy)aniline FC=1C=C(N)C=C(C1OC1=CC(=NC=C1)C=1C=NN(C1)C)F